FC(C1=NN=C(O1)C=1C=NC(=NC1)NC(C(C)C)C1=CC=C(C=C1)F)F 5-(5-(difluoromethyl)-1,3,4-oxadiazol-2-yl)-N-(1-(4-fluorophenyl)-2-methylpropyl)pyrimidin-2-amine